BrC1=C2CC(N(C(C2=CC(=C1)C)=O)C)=O 5-bromo-2,7-dimethylisoquinoline-1,3(2H,4H)-dione